2-fluoro-N-hydroxyethanimidamide FCC(NO)=N